5-[[2-[2-(2-Methoxy-4-pyridyl)-5-methyl-1-piperidyl]-2-oxo-acetyl]amino]pyridine-3-carboxamide COC1=NC=CC(=C1)C1N(CC(CC1)C)C(C(=O)NC=1C=C(C=NC1)C(=O)N)=O